ClC1=C(C=C(C=C1)C1(CCN(CC1)C(=O)OCC1=CC=CC=C1)O)F benzyl 4-(4-chloro-3-fluoro-phenyl)-4-hydroxy-piperidine-1-carboxylate